6-(2,5-DIMETHYLPYRAZOL-3-YL)-N-(1-METHYL-INDAZOL-7-YL)PYRIDINE-3-SULFONAMIDE CN1N=C(C=C1C1=CC=C(C=N1)S(=O)(=O)NC=1C=CC=C2C=NN(C12)C)C